(2R,3R)-5,7-dihydroxy-2-(3,4,5-trihydroxyphenyl)chroman-3-yl 2-ethoxy-7-(isobutyryloxy)benzo[d][1,3]dioxole-5-carboxylate C(C)OC1OC2=C(O1)C(=CC(=C2)C(=O)O[C@H]2[C@H](OC1=CC(=CC(=C1C2)O)O)C2=CC(=C(C(=C2)O)O)O)OC(C(C)C)=O